N-(3-bromo-5-(methylsulfonylamino)phenyl)-5-methyl-1-(3-methylpyridin-2-yl)-1H-pyrrole-3-carboxamide BrC=1C=C(C=C(C1)NS(=O)(=O)C)NC(=O)C1=CN(C(=C1)C)C1=NC=CC=C1C